N-(3-(benzo[d]thiazol-2-yl)-2-methylphenyl)-2-chloro-4-nitrobenzamide S1C(=NC2=C1C=CC=C2)C=2C(=C(C=CC2)NC(C2=C(C=C(C=C2)[N+](=O)[O-])Cl)=O)C